N-(amino((R)-6-methoxy-6,7-dihydro-5H-pyrazolo[5,1-b][1,3]oxazin-3-yl)(oxo)-λ6-sulfaneylidene)-2,4,5,6-tetrahydro-1H-cyclobuta[f]indene-3-carboxamide NS(=NC(=O)C=1C2=C(C=C3CCCC13)CC2)(=O)C=2C=NN1C2OC[C@@H](C1)OC